Tert-butyl 3-{3-[4-({7-[1-(1-ethoxyethyl)pyrazol-4-yl]-8-isopropoxy-[1,2,4]triazolo[1,5-c]pyrimidin-2-yl}amino)-3-fluorobenzenesulfonyl]phenoxy}azetidine-1-carboxylate C(C)OC(C)N1N=CC(=C1)C1=C(C=2N(C=N1)N=C(N2)NC2=C(C=C(C=C2)S(=O)(=O)C=2C=C(OC1CN(C1)C(=O)OC(C)(C)C)C=CC2)F)OC(C)C